C(C1=CC=CC=C1)OC1=C(C=C(C(=C1)C(=O)OCC)OCC1=CC=CC=C1)NC(NC1=C(C=C(C(=C1)OCC1=CC=CC=C1)C(=O)OCC)OCC1=CC=CC=C1)=O bis(2,5-dibenzyloxy-4-ethoxycarbonylphenyl)urea